ClC=1C(=C(C=CC1)N1CCC=2C=3C1=NC=NC3C=CC2NC(\C=C\CN2CCCCC2)=O)F (E)-N-(4-(3-chloro-2-fluorophenyl)-5,6-dihydro-4H-pyrido[2,3,4-de]quinazolin-7-yl)-4-(piperidin-1-yl)but-2-eneamide